4-oxopentanoic acid heptyl ester C(CCCCCC)OC(CCC(C)=O)=O